(R)-4-((1-(3-(difluoromethyl)-2-fluorophenyl)ethyl)amino)-2-methyl-6-morpholinylpyrido[4,3-d]pyrimidin-7(6H)-one FC(C=1C(=C(C=CC1)[C@@H](C)NC=1C=2C(N=C(N1)C)=CC(N(C2)N2CCOCC2)=O)F)F